2-chloro-4-((2-methoxyethoxy)methyl)pyridine ClC1=NC=CC(=C1)COCCOC